benzyl-(1R,3S)-3-aminocyclopentanecarboxylate C(C1=CC=CC=C1)OC(=O)[C@H]1C[C@H](CC1)N